NC1=CC=C(CNC(=O)C=2N=C(SC2)C#C)C=C1 N-(4-aminobenzyl)-2-ethynylthiazole-4-carboxamide